C[C@@H]1N(CCOC1)C1=CC=C2C(=N1)NC=C2C2=NC(=NC=C2C(F)(F)F)N[C@@H]2CNCCC2 4-(6-((S)-3-Methylmorpholinyl)-1H-pyrrolo[2,3-b]pyridin-3-yl)-N-((S)-piperidine-3-yl)-5-(trifluoromethyl)pyrimidin-2-amine